C(C1=CC=CC=C1)N1[C@@H](CCC1)CNC1=NC(=CC(=N1)C(=O)NC1=CC(=CC2=CC=CC=C12)O)N1C[C@@H](NCC1)CC#N 2-[[(2S)-1-benzylpyrrolidin-2-yl]methylamino]-6-[(3S)-3-(cyanomethyl)piperazin-1-yl]-N-(3-hydroxy-1-naphthyl)pyrimidine-4-carboxamide